8-cyclopentyl-5-methyl-2-((3-methyl-4-(4-methylpiperazin-1-yl)phenyl)amino)-6-phenylpyrido[2,3-d]pyrimidin-7(8H)-one C1(CCCC1)N1C(C(=C(C2=C1N=C(N=C2)NC2=CC(=C(C=C2)N2CCN(CC2)C)C)C)C2=CC=CC=C2)=O